N-methyl-1-(4-(5-(trifluoromethyl)-1,2,4-oxadiazol-3-yl)phenyl)-1H-pyrazole-4-sulphonamide CNS(=O)(=O)C=1C=NN(C1)C1=CC=C(C=C1)C1=NOC(=N1)C(F)(F)F